(5-diphenylphosphinyl-9,9-dimethylxanthen-4-yl)-diphenylphosphine C1(=CC=CC=C1)P(=O)(C1=C2OC=3C(=CC=CC3C(C2=CC=C1)(C)C)P(C1=CC=CC=C1)C1=CC=CC=C1)C1=CC=CC=C1